2-(8-fluoro-2-methylimidazo[1,2-a]pyridin-6-yl)-6-(1-methylpiperidin-4-yl)thieno[2,3-c]pyridin-7(6H)-one FC=1C=2N(C=C(C1)C1=CC3=C(C(N(C=C3)C3CCN(CC3)C)=O)S1)C=C(N2)C